ClC=1C=C(C(=C(C=NC(C(=O)OC)C(C)C)C1)O)OC(C(C)C)=O methyl 2-(5-chloro-2-hydroxy-3-(isobutyryloxy)benzylidene-amino)-3-methylbutanoate